C(CCCCCCC\C=C/C=C)CC(=O)[O-] (9Z)-9,11-dodecadien-1-ylacetate